FC1=C2C(OC(C2=CC=C1)=O)=CC1=CC(=CC=C1)C(=O)N1CCCC1 4-fluoro-3-(3-(pyrrolidine-1-carbonyl)benzylidene)isobenzofuran-1(3H)-one